(3aR,6aS)-2-(L-alanyl)-N-(5-chloro-4-(5,5-dimethyl-5,6-dihydro-4H-pyrrolo[1,2-b]pyrazol-3-yl)pyridin-2-yl)octahydrocyclopenta[c]pyrrole-5-carboxamide N[C@@H](C)C(=O)N1C[C@@H]2[C@H](C1)CC(C2)C(=O)NC2=NC=C(C(=C2)C2=C1N(N=C2)CC(C1)(C)C)Cl